1-(3-chlorobenzyl)-5-(2-(methylsulfonyl)-6-(trifluoromethyl)pyrimidin-4-yl)pyridin-2(1H)-one ClC=1C=C(CN2C(C=CC(=C2)C2=NC(=NC(=C2)C(F)(F)F)S(=O)(=O)C)=O)C=CC1